CC1CCC2C(C1)C2(C)C The molecule is a carbobicyclic compound that is bicyclo[4.1.0]heptane substituted by methyl groups at positions 3, 7 and 7. It is a terpenoid fundamental parent, a monoterpene and a carbobicyclic compound.